2-Methylpropanoic acid [5-[3-chloro-2-[(E)-2-(4-cyclopropylphenyl) vinyl]-6-fluoro-phenyl]-1,3-dimethyl-6-oxo-pyridazin-4-yl] ester ClC=1C(=C(C(=CC1)F)C1=C(C(=NN(C1=O)C)C)OC(C(C)C)=O)\C=C\C1=CC=C(C=C1)C1CC1